OC[C@@H](C)[C@H]1CC[C@H]2[C@@H]3C=CC4=CC(CC[C@]4(C)[C@H]3CC[C@]12C)=O (20S)-20-hydroxymethyl-pregna-4,6-dien-3-one